C(C)N1C2=NC(=NC(=C2N=C1C1=CC=NC=C1)N1CCOCC1)N1N=C(C=C1C1=CC=CC=C1)C(C)=O 1-(1-(9-ethyl-6-morpholino-8-(pyridin-4-yl)-9H-purin-2-yl)-5-phenyl-1H-pyrazol-3-yl)ethanone